6-chloro-3-(3-methoxypiperidin-1-yl)-1H-pyrazolo[4,3-c]pyridine trifluoroacetate FC(C(=O)O)(F)F.ClC1=CC2=C(C=N1)C(=NN2)N2CC(CCC2)OC